C(C(=C)C)(=O)OCC1SC(OC1)=O (methacryloyloxy)methyl-1,3-oxathiolan-2-one